C(C)[C@@H]1N(C[C@H](N(C1)C(C)C=1C=C2N=CC=NC2=CC1)C)C=1C=2C(N(C(C1)=O)C)=CNN2 7-((2S,5R)-2-ethyl-5-methyl-4-(1-(quinoxalin-6-yl)ethyl)piperazin-1-yl)-4-methyl-2,4-dihydro-5H-pyrazolo[4,3-b]Pyridin-5-one